FC(CCSC1=CC=C(C=C1)O)(C(C(C(C(C(F)(F)F)(F)F)(F)F)(F)F)(F)F)F 4-(3,3,4,4,5,5,6,6,7,7,8,8,8-Tridecafluorooctylthio)phenol